FC1=CC(=C(C=C1)N1N=C(C=C1)C(=O)Cl)C 1-(4-fluoro-2-methylphenyl)-1H-pyrazole-3-carbonyl chloride